C(C(C)C)C1OC(OC1)=O isobutyl-1,3-dioxolan-2-one